CC=1C=C(C=C(C1C)B1OC(C(O1)(C)C)(C)C)O 3,4-dimethyl-5-(4,4,5,5-tetramethyl-1,3,2-dioxaborolan-2-yl)phenol